Decan-9-olide C1(CCCCCCCC(C)O1)=O